NC(C(=O)NCC=1SC=C2C1CN(C2=O)C2C(NC(CC2)=O)=O)C2=CC(=CC=C2)Cl 2-amino-2-(3-chlorophenyl)-N-((5-(2,6-dioxopiperidin-3-yl)-4-oxo-5,6-dihydro-4H-thieno[3,4-c]pyrrol-1-yl)methyl)acetamide